C1(CC1)C=1C=C(C=2N(C1)C=C(N2)CNC(OC(C)(C)C)=O)CO tert-butyl ((6-cyclopropyl-8-(hydroxymethyl)imidazo[1,2-a]pyridin-2-yl)methyl)-carbamate